1-(bromomethyl)-3-methoxybenzene BrCC1=CC(=CC=C1)OC